3-(2-Chloro-6-methyl-4-pyridyl)-2-(3-cyanophenyl)-N-[(1-hydroxycyclopropyl)methyl]pyrazolo[1,5-a]pyrimidine-5-carboxamide ClC1=NC(=CC(=C1)C=1C(=NN2C1N=C(C=C2)C(=O)NCC2(CC2)O)C2=CC(=CC=C2)C#N)C